1-(4-piperazin-1-ylcyclohexyl)hexahydropyrimidine-2,4-dione piperazine-1-carboxylate N1(CCNCC1)C(=O)O.N1(CCNCC1)C1CCC(CC1)N1C(NC(CC1)=O)=O